NC=1C=[N+](C=CC1)CC(=O)[O-] 3-amino-1-(carboxylatomethyl)pyridin-1-ium